N1CNC2C1CCCC2 perhydrobenzimidazole